N-((1R,2R,4S)-7-oxabicyclo[2.2.1]hept-2-yl)-5-fluoro-N-isopropyl-2-(pyrimidin-5-yloxy)benzamide [C@H]12[C@@H](C[C@H](CC1)O2)N(C(C2=C(C=CC(=C2)F)OC=2C=NC=NC2)=O)C(C)C